sodium (2R,2'R,3R,3'R)-4,4'-(ethane-1,2-diylbis(disulfanediyl))bis(2,3-dihydroxybutane-1-sulfinate) C(CSSC[C@@H]([C@H](CS(=O)[O-])O)O)SSC[C@@H]([C@H](CS(=O)[O-])O)O.[Na+].[Na+]